CN(CCI)C 2-(dimethylamino)ethyl iodide